(1S,2S)-2-(4-chloropyridin-2-yl)-N-(6-(((6-cyclopropyl-8-(2-oxoimidazolidin-1-yl)imidazo[1,2-a]pyridin-2-yl)methyl)amino)pyrimidin-4-yl)cyclopropane-1-carboxamide ClC1=CC(=NC=C1)[C@@H]1[C@H](C1)C(=O)NC1=NC=NC(=C1)NCC=1N=C2N(C=C(C=C2N2C(NCC2)=O)C2CC2)C1